4,5-dichloro-2-n-butyl-4-isothiazolinone ClC=1C(N(SC1Cl)CCCC)=O